OC=1C(=C(C=O)C=CC1)CN hydroxyl-(aminomethyl)benzaldehyde